2-Cyclopropyl-2-methyl-3-oxo-propionic acid tert-butyl ester C(C)(C)(C)OC(C(C=O)(C)C1CC1)=O